ethyl (2-cyano-2-(2-(3,5-dichloro-4-((1-oxo-2-(4-(trifluoromethoxy)benzyl)-1,2,3,4-tetrahydroisoquinolin-6-yl)oxy)phenyl)hydrazono)acetyl)carbamate C(#N)C(C(=O)NC(OCC)=O)=NNC1=CC(=C(C(=C1)Cl)OC=1C=C2CCN(C(C2=CC1)=O)CC1=CC=C(C=C1)OC(F)(F)F)Cl